NC1=NC=NC=2N(C3=CC=C(C=C3C21)C(C)O)CC(=O)O 2-(4-amino-6-(1-hydroxyethyl)-9H-pyrimido[4,5-b]indol-9-yl)acetic acid